N1(CCNCC1)CCS(=O)(=O)[O-] piperazineethanesulfonate